tert-butyl 6-formamido-1H-indazole-1-carboxylate C(=O)NC1=CC=C2C=NN(C2=C1)C(=O)OC(C)(C)C